COC(=O)[C@@H]1C[C@H](CCC1)OC=1C(=NC(=CC1)C=1N=NN(C1CNC1=NOC(=N1)CCC)C)C1CC1 (1S,3S)-3-((2-cyclopropyl-6-(1-methyl-5-(((5-propyl-1,2,4-oxadiazole-3-yl)amino)methyl)-1H-1,2,3-triazol-4-yl)pyridin-3-yl)oxy)cyclohexane-1-carboxylic acid methyl ester